C1(=C(C=CC=C1)OCC=1NC(NC1)=O)C 4-(o-tolyloxymethyl)1,3-dihydroimidazol-2-one